FC=1C=C2C(NNC(C2=CC1F)=O)=O 6,7-difluoro-2,3-dihydrophthalazine-1,4-dione